N(α)-benzyloxycarbonyl-D-tryptophan C(C1=CC=CC=C1)OC(=O)N[C@H](CC1=CNC2=CC=CC=C12)C(=O)O